N1=C(C=CC=C1)C1=NN=C(O1)C(=O)N1[C@H](C2=C(CC1)NC=N2)C2=NN1C(C=CC=C1C(F)(F)F)=C2 (R)-(5-(pyridin-2-yl)-1,3,4-oxadiazol-2-yl)(4-(7-(trifluoromethyl)pyrazolo[1,5-a]pyridin-2-yl)-6,7-dihydro-1H-imidazo[4,5-c]pyridin-5(4H)-yl)methanone